Cl.CN1C=NC=C1C(=O)Cl 1-Methyl-1H-imidazole-5-carbonyl chloride HCl salt